aminolauric Acid NC(C(=O)O)CCCCCCCCCC